N-[1-(4-bromophenyl)ethyl]quinazolin-4-amine BrC1=CC=C(C=C1)C(C)NC1=NC=NC2=CC=CC=C12